FC=1C=CC2=C(NC(=NS2(=O)=O)NCC2=NC=CC=C2F)C1\C=C\C1=C(C=CC=C1)F (E)-6-fluoro-3-(((3-fluoropyridin-2-yl)methyl)amino)-5-(2-fluorostyryl)-4H-benzo[e][1,2,4]thiadiazine 1,1-dioxide